2-Ethoxy-6-(2-fluorophenyl)-5-(phenylselanyl)-3,4-dihydro-1,2-oxaphosphinine 2-oxide C(C)OP1(OC(=C(CC1)[Se]C1=CC=CC=C1)C1=C(C=CC=C1)F)=O